N-[(3S,4R)-3-fluoro-1-methylpiperidin-4-yl]-3-[(trifluoromethyl)sulfanyl]indolizin-8-amine F[C@H]1CN(CC[C@H]1NC1=CC=CN2C(=CC=C12)SC(F)(F)F)C